ethylhexylglycerylethylhexylglycerin C(C)C(C(C(O)(CCCCCC)CC)(O)CC(O)CO)(O)CCCCCC